2-((2S,5R)-5-methyl-2-phenyl-4-pivaloylpiperazin-1-yl)-2-oxoacetamide C[C@H]1N(C[C@@H](N(C1)C(C(=O)N)=O)C1=CC=CC=C1)C(C(C)(C)C)=O